CS(=O)(=O)C1=NC=C(C(=N1)OC1=CC=CC=C1)C(=O)OCC ethyl 2-methylsulfonyl-4-phenoxy-pyrimidine-5-carboxylate